FC=1C=C(C=C(C1)F)N1C(OC(C1)(C)C(=O)N[C@H]1CC=C(C1)C(=O)O)=O (4S)-4-[[[3-(3,5-difluorophenyl)-5-methyl-2-oxo-5-oxazolidinyl]carbonyl]amino]-1-cyclopentene-1-carboxylic acid